tert-Butyl 4-(4-bromo-1H-indole-7-carbonyl)piperazine-1-carboxylate BrC1=C2C=CNC2=C(C=C1)C(=O)N1CCN(CC1)C(=O)OC(C)(C)C